C(C)(C)(CC(C)(C)C)C1=CC=C(C=C1)OC1=CC=C(C=C1)C(C)(C)CC(C)(C)C 4-tert-octylphenyl ether